2-hydroxy-5-chloro-1,4-naphthoquinone OC=1C(C2=CC=CC(=C2C(C1)=O)Cl)=O